2-[(1-methyl-1H-pyrazol-4-yl)amino]-4-[(4-methylpentyl)amino]pyrimidin-5-carboxamide CN1N=CC(=C1)NC1=NC=C(C(=N1)NCCCC(C)C)C(=O)N